C(=C)OC(=O)CCCCCCCCC Vinylcaprat